BrC=1C=C(C(=NC1)OCCCN1CCC(CC1)(F)F)N 5-Bromo-2-[3-(4,4-difluoropiperidin-1-yl)propoxy]pyridin-3-amine